(e)-N-(4-aminobutyl)-2-methylbut-2-enamide NCCCCNC(\C(=C\C)\C)=O